FC1=C(C=CC(=C1)OC(F)(F)F)COC1CNC1 3-[[2-fluoro-4-(trifluoromethoxy)phenyl]methoxy]azetidine